(R)-benzyl 5-amino-4-((S)-2-((R)-2-(((2R,4aR,6S,7R,8R,8aS)-7-azido-6-(benzyloxy)-2-phenylhexahydropyrano[3,2-d][1,3]dioxin-8-yl)oxy)propanamido) propanamido)-5-oxopentanoate NC([C@@H](CCC(=O)OCC1=CC=CC=C1)NC([C@H](C)NC([C@@H](C)O[C@@H]1[C@H]([C@H](O[C@H]2[C@H]1O[C@@H](OC2)C2=CC=CC=C2)OCC2=CC=CC=C2)N=[N+]=[N-])=O)=O)=O